C(C)C(C(=O)[O-])CCCC.[Li+] lithium (2-ethylhexanoate)